3-methyl-9,9-dipropyl-3,9-dihydro-cyclopenta[b]fluoren-1(2H)-one CC1CC(C2=CC=3C(C4=CC=CC=C4C3C=C21)(CCC)CCC)=O